Cl.Cl.N1=CC=CC=C1 pyridine, dihydrochloride